FC1=C(C=C2C=NN(C2=C1)C)C(=O)NC=1N=CC=2N(C1)C=C(N2)[C@@H]2N(CCC2)C 6-fluoro-1-methyl-N-[2-[(2R)-1-methylpyrrolidin-2-yl]imidazo[1,2-a]pyrazin-6-yl]indazole-5-carboxamide